OCCN1CCN(CC1)C=1OC2=C(N1)C=CC(=C2)N2C=C(C(C=C2C2=CC(=C(C=C2)N2CCCC2)C(F)(F)F)=O)C(=O)O 1-(2-(4-(2-hydroxyethyl)piperazin-1-yl)benzo[d]oxazol-6-yl)-4-oxo-6-(4-(pyrrolidin-1-yl)-3-(trifluoromethyl)phenyl)-1,4-dihydropyridine-3-carboxylic acid